FC=1C(=NC=CC1)CCN1CCC2(OC3(CC3)CNC2)CC1 8-(2-(3-fluoropyridin-2-yl)ethyl)-4-oxa-8,12-diazadispiro[2.1.5.3]tridecan